4-[(3-chloro-4-fluorophenyl)amino]-6-{[4-(N,N-diethylamino)-1-oxo-2-butene-1-yl]amino}-7-cyclopropylmethoxy-quinazoline ClC=1C=C(C=CC1F)NC1=NC=NC2=CC(=C(C=C12)NC(C=CCN(CC)CC)=O)OCC1CC1